6-(methylthio)pyrimido[5,4-d]Pyrimidin-4-amine CSC=1N=CC=2N=CN=C(C2N1)N